IC1=CN(C=2N=CN=C(C21)N)C(C)(C(C)(C)C)C 5-iodo-7-(2,3,3-trimethylbutan-2-yl)-7H-pyrrolo[2,3-d]pyrimidin-4-amine